(2R,4S)-4-(4-amino-3-((1-cyclopropyl-2-methyl-1H-benzo[d]imidazol-5-yl)ethynyl)-1H-pyrazolo[4,3-c]pyridin-1-yl)-2-(methoxymethyl)pyrrolidine-1-carboxylic acid tert-butyl ester C(C)(C)(C)OC(=O)N1[C@H](C[C@@H](C1)N1N=C(C=2C(=NC=CC21)N)C#CC2=CC1=C(N(C(=N1)C)C1CC1)C=C2)COC